tetrahydro-2H-pyran-4-yl 4-(((6-(isoindolin-2-ylmethyl)-4-oxo-4H-pyran-3-yl)oxy)methyl)piperidine-1-carboxylate C1N(CC2=CC=CC=C12)CC1=CC(C(=CO1)OCC1CCN(CC1)C(=O)OC1CCOCC1)=O